C(C1=CC=CC=C1)OC=1C=CC2=C(CN(S(O2)(=O)=O)CC=2C=C(C=CC2OC)C(CC(=O)OCC)C2=C(C3=C(N(N=N3)CCOCCOCC3=CC=CC=C3)C=C2)C)C1 ethyl 3-(3-{[6-(benzyloxy)-2,2-dioxo-2H-1,2λ6,3-benzoxathiazin-3(4H)-yl]methyl}-4-methoxyphenyl)-3-(1-{2-[2-(benzyloxy)ethoxy]ethyl}-4-methyl-1H-benzotriazol-5-yl)propanoate